C(CCCC)C(C1=CC=CC=C1)O α-pentylbenzyl alcohol